(S)-1'-(8-((2-amino-3-chloropyridin-4-yl)thio)-[1,2,4]triazolo[4,3-c]pyrimidin-5-yl)-6-fluoro-1,3-dihydrospiro[indene-2,4'-piperidine]-1-amine NC1=NC=CC(=C1Cl)SC=1C=2N(C(=NC1)N1CCC3(CC1)[C@@H](C1=CC(=CC=C1C3)F)N)C=NN2